COC(CC1=CC(=CC(=C1)C)F)=O 2-(3-fluoro-5-methylphenyl)acetic acid methyl ester